6-(3-pyridyl)-2,4-diaminopyrimidine N1=CC(=CC=C1)C1=CC(=NC(=N1)N)N